2,3-difluoropropyltri-n-propoxysilane FC(C[Si](OCCC)(OCCC)OCCC)CF